2-(5-methyl-3-phenylisoxazol-4-yl)benzenesulfonyl chloride CC1=C(C(=NO1)C1=CC=CC=C1)C1=C(C=CC=C1)S(=O)(=O)Cl